bis(2,4-dimethylpentadienyl)iron CC(=C[Fe]C=C(C=C(C)C)C)C=C(C)C